1-(4-chlorobenzyl)-3-(6-(methylsulfonyl)spiro[3.3]heptan-2-yl)urea ClC1=CC=C(CNC(=O)NC2CC3(C2)CC(C3)S(=O)(=O)C)C=C1